C(C)(C)(C)OC(=O)N1CCC(=CC1)C1=CC(=C(C=C1)OC)OC 4-(3,4-Dimethoxyphenyl)-3,6-dihydropyridine-1(2H)-carboxylic acid tert-butyl ester